C(CC#C)(=O)O 3-butynoic acid